5-(3-amino-5-methyl-1-piperidinyl)quinazoline-8-carbonitrile hydrochloride Cl.NC1CN(CC(C1)C)C1=C2C=NC=NC2=C(C=C1)C#N